COC(=O)C1=NN(C2=CC=CC(=C2C1=O)C#N)C1=CC=C(C=C1)OC(F)(F)F 5-cyano-4-oxo-1-[4-(trifluoromethoxy)phenyl]cinnoline-3-carboxylic acid methyl ester